S(=O)(=O)(C1=CC(=C(C(=C1)Br)OCCO)Br)C1=CC(=C(C(=C1)Br)OCCO)Br 2,2'-{sulfonylbis[(2,6-dibromo-4,1-phenylene)oxy]}bis(ethan-1-ol)